N-CYCLOPROPYL-2-(4-FORMYLPIPERIDIN-1-YL)ACETAMIDE C1(CC1)NC(CN1CCC(CC1)C=O)=O